C(=O)(OCC1C2=CC=CC=C2C2=CC=CC=C12)N[C@H](CC1=CC(=CC=C1)F)C(=O)O Fmoc-3-fluoro-D-phenylalanine